(R)-N-((R)-3,8-difluorochroman-4-ylidene)-2-methylpropane-2-sulfinamide F[C@H]1COC2=C(C=CC=C2C1=N[S@](=O)C(C)(C)C)F